(2-(3-(2-aminoethyl)-1H-pyrazol-1-yl)cyclopentyl)methanol tert-butyl-(2-chloro-4-iodopyridin-3-yl)carbamate C(C)(C)(C)N(C(=O)OCC1C(CCC1)N1N=C(C=C1)CCN)C=1C(=NC=CC1I)Cl